N(=[N+]=[N-])CCN1CCN(CC1)C 1-(2-azidoethyl)-4-methylpiperazine